N1C(=CC2=CC=CC=C12)C(=O)N1CC2=C(NC=3C=CC(=CC23)C)CC1 1H-indol-2-yl-(8-methyl-1,3,4,5-tetrahydropyrido[4,3-b]indol-2-yl)methanone